2-(4-methyl-3-nitrophenyl)acetonitrile CC1=C(C=C(C=C1)CC#N)[N+](=O)[O-]